CS(=O)(=O)OC1=CC=C(C=C1)B(O)O 4-(METHYLSULFONYLOXY)PHENYLBORONIC ACID